tert-butyl (S)-8-amino-9-cyano-1,2,4a,5-tetrahydrobenzo[b]pyrazino[1,2-d][1,4]oxazine-3(4H)-carboxylate NC=1C(=CC2=C(OC[C@H]3N2CCN(C3)C(=O)OC(C)(C)C)C1)C#N